acrylic acid n-butyl-acrylate C(CCC)OC(C=C)=O.C(C=C)(=O)O